CCCCCCCCCCCCCCCC(=O)OC[C@H](COP(=O)([O-])OCC[N+](C)(C)C)OC(=O)CCCCCCC/C=C\C/C=C\CCCC 1-hexadecanoyl-2-(9Z,12Z-heptadecadienoyl)-glycero-3-phosphocholine